FC1=C(CNP(OCC)(=O)C2=CC=C(C=C2)C2=NOC(=N2)C(F)(F)F)C=CC=C1 ethyl N-(2-fluorobenzyl)-P-(4-(5-(trifluoromethyl)-1,2,4-oxadiazol-3-yl)phenyl)phosphonamidate